BrC=1C=C2CCNC2=CC1F 5-bromo-6-fluoroindoline